(3-chlorophenyl)-15-oxa-7b-aza-15a-borabenzo[gh]indeno[1,2,3-de]benzanthracene ClC=1C=C(C=CC1)C1=CC=C2C=3N(C4=C5C(C=6C=CC=CC6OB5C31)=CC=C4)C=4C=CC=CC42